C1(CCCCC1)[C@H]1[C@H](C2=CC=C(C=C2CC1)O)C1=CC(=C(C=C1)N1CCC(CC1)CN1CCN(CC1)C=1C=C2CN(C(C2=CC1)=O)[C@@H]1C(NC(CC1)=O)=O)F (S)-3-(5-(4-((1-(4-((1S,2S)-2-cyclohexyl-6-hydroxy-1,2,3,4-tetrahydronaphthalen-1-yl)-2-fluorophenyl)piperidin-4-yl)methyl)piperazin-1-yl)-1-oxoisoindolin-2-yl)piperidine-2,6-dione